rac-1-Linoleoyl-2-stearoyl-3-chloropropanediol-d5 [2H]C([2H])(C([2H])(C([2H])([2H])Cl)OC(=O)CCCCCCCCCCCCCCCCC)OC(=O)CCCCCCCC=CCC=CCCCCC